3-Fluoro-5-(2-methylprop-1-enyl)pyridine-2-carbonitrile FC=1C(=NC=C(C1)C=C(C)C)C#N